Cl.C(C)(C)(C)[C@@](C(=O)O)(C)N (R)-tert-butyl-2-aminopropionic acid hydrochloride